N-(6-aminohexyl)-3-(2,4-dioxo-1,3-diazin-1-yl)benzamide NCCCCCCNC(C1=CC(=CC=C1)N1C(NC(C=C1)=O)=O)=O